chromium (III) 2-ethylhexanoate C(C)C(C(=O)[O-])CCCC.[Cr+3].C(C)C(C(=O)[O-])CCCC.C(C)C(C(=O)[O-])CCCC